N-((2-methoxy-5-(2-(1-methyl-1H-1,2,4-triazol-3-yl)propan-2-yl)phenyl)sulfonyl)-5-(pyridin-2-yl)quinoline-2-carboxamide COC1=C(C=C(C=C1)C(C)(C)C1=NN(C=N1)C)S(=O)(=O)NC(=O)C1=NC2=CC=CC(=C2C=C1)C1=NC=CC=C1